C(C)OC(=O)C=1C(NC(NC1C)=O)C1=CC=C(C=C1)F 5-ethoxycarbonyl-6-methyl-4-(4'-fluorophenyl)-3,4-dihydropyrimidin-2-one